C1CC(CCC1N)NC(=O)OCC2=CC=CC=C2 benzyl (1s,4s)-4-aminocyclohexylcarbamate